FC=1C=CC=C2C(=CNC12)CCN(C(C)CC)CCC N-[2-(7-fluoro-1H-indol-3-yl)ethyl]-N-propylbutan-2-amine